difluoro phosphate lithium fluoroborate F[B-](F)(F)F.[Li+].P(=O)(OF)(OF)O